O=C1CCC(N1)C1CN(CC1)C(=O)OC(C)(C)C tert-Butyl 3-(5-oxopyrrolidin-2-yl)pyrrolidine-1-carboxylate